3-(isopropoxy)-4H-benzo[e][1,2]oxazin-4-one C(C)(C)OC1=NOC2=C(C1=O)C=CC=C2